amino-5-bromobenzonitrile NC1=C(C#N)C=C(C=C1)Br